tert-butyl 3-(4-(bromomethyl) benzyl)-2-oxo-2,3-dihydro-1H-benzo[d]imidazole-1-carboxylate BrCC1=CC=C(CN2C(N(C3=C2C=CC=C3)C(=O)OC(C)(C)C)=O)C=C1